dithio-bis(maleimidoethane) C1(C=CC(N1C(C)SSC(C)N1C(C=CC1=O)=O)=O)=O